4-((1R,5S)-3,8-diazabicyclo[3.2.1]octan-8-yl)-6-fluoro-2-(((2S,4R)-4-fluoro-1-methylpyrrolidin-2-yl)methoxy)-7-(3-hydroxynaphthalen-1-yl)quinazolin-8-ol [C@H]12CNC[C@H](CC1)N2C2=NC(=NC1=C(C(=C(C=C21)F)C2=CC(=CC1=CC=CC=C21)O)O)OC[C@H]2N(C[C@@H](C2)F)C